(2-fluoro-3-hydroxyphenyl)boronic acid FC1=C(C=CC=C1O)B(O)O